C(CCCCCCCCCCCCCCCCCCCCC)OC[C@@H](OCCCCCCCCCCCCCCCCCCCCCC)COP(=O)([O-])OCC[N+](C)(C)C 1,2-Dibehenyl-sn-glycero-3-phosphocholine